CN(C1CCC(CC1)NC=1N=CC2=C(N1)N(C(C(=C2)C2=C(C(=C(C=C2F)NS(=O)(=O)CC2=CC=C(C=C2)F)F)F)=O)C(C)C)C N-(4-(2-(((1r,4r)-4-(dimethylamino)cyclohexyl)amino)-8-isopropyl-7-oxo-7,8-dihydropyrido[2,3-d]-pyrimidin-6-yl)-2,3,5-trifluorophenyl)-1-(4-fluorophenyl)methane-sulfonamide